3-Bromo-2-(3,5-difluoropyridin-2-yl)-6,6-dimethyl-6,7-dihydro-4H-pyrazolo[5,1-c][1,4]oxazine BrC=1C(=NN2C1COC(C2)(C)C)C2=NC=C(C=C2F)F